FC1(CC1)CN1C(=CC2=CC=CC(=C12)OC)C1=NC=2C(=NC=3CCN(C(C3C2)=O)C[C@@H]2N(CCOC2)S(=O)(=O)O)N1C (S)-3-((2-(1-((1-fluorocyclopropyl)methyl)-7-methoxy-1H-indol-2-yl)-3-methyl-8-oxo-3,5,6,8-tetrahydro-7H-imidazo[4,5-b][1,6]naphthyridin-7-yl)methyl)morpholine-4-sulfonic acid